oxo-3-methyl-7-oxo-N-[[(2S)-5-oxopyrrolidin-2-yl]methoxy]-1,6-diazabicyclo[3.2.1]oct-3-ene-2-carboxamide O=C1N2C(C(=CC1NC2=O)C)C(=O)NOC[C@H]2NC(CC2)=O